ClC1=NC(=NC(=C1OCC(=O)NC1=CC=CC=C1)OCC=1C=NC=CC1)N1CCOCC1 2-(4-chloro-2-morpholino-6-(pyridin-3-ylmethoxy)pyrimidin-5-yloxy)-N-phenylacetamide